dodecyl sulfate S(=O)(=O)(OCCCCCCCCCCCC)[O-]